(S)-4-(7-fluoroimidazo[1,2-a]pyridin-3-yl)-7-((6-(4-methylpiperazin-1-yl)-5-(tetrahydrofuran-3-yl)pyridin-2-yl)amino)isoindolin-1-one FC1=CC=2N(C=C1)C(=CN2)C2=C1CNC(C1=C(C=C2)NC2=NC(=C(C=C2)[C@H]2COCC2)N2CCN(CC2)C)=O